(tert-butyl 1-(3-((2-oxo-7-(pyridin-3-yl)-2H-chromen-4-yl) oxy) propyl) piperidin-4-yl) carbamate C(N)(OC1CC(N(CC1)CCCOC1=CC(OC2=CC(=CC=C12)C=1C=NC=CC1)=O)C(C)(C)C)=O